C(C)OC1=CC=C(C=C1)C1=CC(=CN=N1)C(=O)NCCC=1C(=NC=C(C1)OC)F 6-(4-ethoxyphenyl)-N-(2-(2-fluoro-5-methoxypyridin-3-yl)ethyl)pyridazine-4-carboxamide